OC(C(=O)O)CC1=CNC2=CC=CC(=C12)C 2-hydroxy-3-(4-methyl-1H-indol-3-yl)propionic acid